C[C@@]12CCC=3N=C(SC3C2=CC[C@H]2[C@H]3[C@](CC[C@H]12)(C(CC3)C(C)CCCC(C)C)C)NC3=C(C=C(C=C3C)C)C (5aR,5bS,7aR,10aS,10bS)-5a,7a-dimethyl-8-(6-methylheptan-2-yl)-N-(2,4,6-trimethylphenyl)-5,5a,5b,6,7,7a,8,9,10,10a,10b,11-dodecahydro-4H-cyclopenta[7,8]phenanthro[2,1-d]thiazol-2-amine